C1(CCCCC1)N1C[C@H]([C@@H](CC1)NC(=O)C1=NOC(=C1)C1=C(C=C(C=C1)F)F)C(=O)N1CC(C1)(F)F 5-(2,4-difluoro-phenyl)-isoxazole-3-carboxylic acid [(3R,4R)-1-cyclohexyl-3-(3,3-difluoro-azetidine-1-carbonyl)-piperidin-4-yl]-amide